C[C@]12CC(C[C@](CC1)(N2)C)N(C=2SC1=NC(=CC=C1N2)C=2C=C(C=1N(C2)C=C(N1)C)F)C N-[(1R,3s,5S)-1,5-Dimethyl-8-azabicyclo[3.2.1]octan-3-yl]-5-(8-fluoro-2-methylimidazo[1,2-a]pyridin-6-yl)-N-methyl[1,3]thiazolo[5,4-b]pyridin-2-amin